triacontyl eicos-11-enoate C(CCCCCCCCCC=CCCCCCCCC)(=O)OCCCCCCCCCCCCCCCCCCCCCCCCCCCCCC